2-((1S,2S)-2-(6-(2,4-dimethoxypyrimidin-5-yl)imidazo[1,2-b]pyridazin-8-yl)cyclopropyl)-4-(trifluoromethyl)thiazole COC1=NC=C(C(=N1)OC)C=1C=C(C=2N(N1)C=CN2)[C@@H]2[C@H](C2)C=2SC=C(N2)C(F)(F)F